8-(3-(methoxymethyl)azetidin-1-yl)-3,4-dimethylpyrimido[4',5':4,5]thieno[2,3-c]pyridazine COCC1CN(C1)C1=NC=NC2=C1SC=1N=NC(=C(C12)C)C